C[C@]1(NCCC1)CO (R)-(2-methylpyrrolidin-2-yl)methanol